ClC=1C=NN2C1N=C(NC1=C2C=C(C=C1)C(=O)NCCOC)C1=C(C=CC=C1F)F 3-chloro-5-(2,6-difluorophenyl)-N-(2-methoxyethyl)-6H-pyrazolo[1,5-a][1,3,5]benzotriazepine-9-carboxamide